(4-bromophenoxymethyl)-4-ethylmorpholine BrC1=CC=C(OCC2N(CCOC2)CC)C=C1